NC(CC(=O)O)C(NC(COC(=O)C1CCC1)CO)=O 3-Amino-3-{[1-(cyclobutanecarbonyloxy)-3-hydroxypropan-2-yl]carbamoyl}propanoic acid